2,6-dimethoxy-3,5-Pyridinediamine hydrochloride Cl.COC1=NC(=C(C=C1N)N)OC